FC1=C(OCC(=O)O)C(=CC=C1F)C=1N=C(SC1)N1CCOCC1 2-(2,3-Difluoro-6-(2-morpholinothiazol-4-yl)phenoxy)acetic acid